C(C)OC1=C2CC(=C(NC2=C(C=N1)C)C)C(=O)O 5-ethoxy-2,8-dimethyl-1,4-dihydro-1,6-naphthyridine-3-carboxylic acid